C(C1=CC=CC=C1)OC1=C(C(=O)N2CC3=CC=CC(=C3C2)NC2CN(CC2)C(C)=O)C(=CC(=C1)O)O 1-(3-((2-(2-(benzyloxy)-4,6-dihydroxybenzoyl)isoindolin-4-yl)amino)pyrrolidin-1-yl)ethan-1-one